C([C@@H]1[C@H]([C@@H]([C@H]([C@@H](O1)O[C@H]([C@@H](CO)O)[C@@H]([C@H](C=O)O)O)O)O)O)O D(+)-Cellobiose